6-Chloro-4-methylpyridin ClC1=CC(=CC=N1)C